FC1=CC(=C(C=C1)NC1=C(C(=O)OC)C=C(C=N1)C(F)(F)F)CCCCCO methyl 2-((4-fluoro-2-(5-hydroxypentyl)phenyl)amino)-5-(trifluoromethyl)nicotinate